tert-butyl (R)-3-((S)-3-(3-(2-(((benzyloxy)carbonyl)amino)ethoxy)-5-methoxyphenyl)-1-(tert-butoxy)-1-oxopropane-2-yl)pyrrolidine-1-carboxylate C(C1=CC=CC=C1)OC(=O)NCCOC=1C=C(C=C(C1)OC)C[C@H](C(=O)OC(C)(C)C)[C@@H]1CN(CC1)C(=O)OC(C)(C)C